C(C)(C)C=1C=C2C3=C(NC2=CC1)N=CC=C3 6-isopropyl-9H-pyrido[2,3-b]indole